COC1=CC=CC(=N1)C=1CCN(CC1)C(=O)OC(C)(C)C tert-butyl 6-methoxy-3',6'-dihydro-2,4'-bipyridine-1'(2'h)-carboxylate